NC(COC=1C=CC(=C(C(=O)NC2(CC2)C2=CC=CC3=CC=CC=C23)C1)C)COC 5-(2-amino-3-methoxy-propoxy)-2-methyl-N-[1-(1-naphthyl)cyclopropyl]benzamide